ClC=1C(NC(N(C1)[C@H]1C[C@@H]([C@H](O1)OCP(=O)(OC1=CC=CC=C1)N[C@@H](C)C(=O)OCC)I)=O)=O ethyl (((((2R,3S,5R)-5-(5-chloro-2,4-dioxo-3,4-dihydropyrimidin-1(2H)-yl)-3-iodotetrahydrofuran-2-yl)oxy)methyl)(phenoxy)phosphoryl)-L-alaninate